2-bromo-1,5-dimethyl-1H-imidazole-4-carbaldehyde BrC=1N(C(=C(N1)C=O)C)C